N-{4-[2-amino-5-(3,4-dimethoxyphenyl)pyridin-3-yl]phenyl}-5-bromo-4-oxo-1-(tetrahydro-2H-pyran-4-ylmethyl)-1,4-dihydropyridine-3-carboxamide NC1=NC=C(C=C1C1=CC=C(C=C1)NC(=O)C1=CN(C=C(C1=O)Br)CC1CCOCC1)C1=CC(=C(C=C1)OC)OC